C(C)(=O)N[C@](N)([C@@H](C1=CC=CC=C1)C)C(=O)O (2R,3R)-2-acetamido-3-methyl-3-phenylalanine